tert-butyl (3R)-3-(iodomethyl)piperidine-1-carboxylate IC[C@H]1CN(CCC1)C(=O)OC(C)(C)C